1-heptanal C(CCCCCC)=O